CCCC[C@@H](C)[C@H]([C@H](C[C@@H](C)CCCCCCC(C([C@@H]([C@H](C)N)O)O)O)OC(=O)C[C@@H](CC(=O)O)C(=O)O)OC(=O)C[C@@H](CC(=O)O)C(=O)O The molecule is a fumonisin with formula C34H59NO14, originally isolated from Aspergillus niger and also found in unprocessed coffee beans. It has a role as an Aspergillus metabolite. It is a fumonisin, a triol and a primary amino compound.